N-((2R,3S)-1-(3-hydroxyphenyl)-2-((((CIS)-4-phenylcyclohexyl)oxy)methyl)pyrrolidin-3-yl)methanesulfonamide OC=1C=C(C=CC1)N1[C@H]([C@H](CC1)NS(=O)(=O)C)CO[C@@H]1CC[C@@H](CC1)C1=CC=CC=C1